3-(2-(4-(tert-butyl)phenyl)-3,3-diphenyloxiran-2-yl)-4-(2,6-dimethylphenyl)-1-tosyl-1H-pyrrole C(C)(C)(C)C1=CC=C(C=C1)C1(OC1(C1=CC=CC=C1)C1=CC=CC=C1)C1=CN(C=C1C1=C(C=CC=C1C)C)S(=O)(=O)C1=CC=C(C)C=C1